(R or S)-1-(tert-butyl)-4-((6-(2-hydroxy-6-methyl-4-(trifluoromethyl)phenyl)-2H-pyrazolo[3,4-b]pyridin-2-yl)methyl)pyrrolidin-2-one C(C)(C)(C)N1C(C[C@H](C1)CN1N=C2N=C(C=CC2=C1)C1=C(C=C(C=C1C)C(F)(F)F)O)=O |o1:7|